NC=1C(=C(C=CC1N)CN1CCN(CC1)C(C)=O)F 1-{4-[(3,4-diamino-2-fluorophenyl)methyl]piperazin-1-yl}ethanone